n-acryloyl-tris(hydroxymethyl)aminomethane C=CC(=O)NC(CO)(CO)CO